CN1CCC(CC1)C1=CC=C(OC2=CC(=NC(=C2C(F)(F)F)C2=C(C=CC=C2)C)NS(=O)(=O)C2=CC=CC=C2)C=C1 N-[4-[4-(1-methyl-4-piperidyl)phenoxy]-6-(o-tolyl)-5-(trifluoromethyl)-2-pyridyl]benzenesulfonamide